2-(4,4-difluoropiperidin-1-yl)-4-(1-(2-(4-fluoro-4-methylpiperidin-1-yl)-4-nitrophenyl)-1H-pyrazol-4-yl)-6-methylpyrimidine FC1(CCN(CC1)C1=NC(=CC(=N1)C=1C=NN(C1)C1=C(C=C(C=C1)[N+](=O)[O-])N1CCC(CC1)(C)F)C)F